nitrogen lithium bis(trimethylsilyl)amide C[Si](C)(C)[N-][Si](C)(C)C.[Li+].[N+3].C[Si](C)(C)[N-][Si](C)(C)C.C[Si](C)(C)[N-][Si](C)(C)C.C[Si](C)(C)[N-][Si](C)(C)C